5-((2-cyclopropyl-1,4-diazepan-1-yl)sulfonyl)-4-fluoroisoquinolin-1-ol C1(CC1)C1N(CCCNC1)S(=O)(=O)C1=C2C(=CN=C(C2=CC=C1)O)F